8-bromo-2-chloro-N-[1-(2-pyrimidin-2-yl-1,2,4-triazol-3-yl)ethyl]-6-(trifluoromethyl)quinazolin-4-amine BrC=1C=C(C=C2C(=NC(=NC12)Cl)NC(C)C=1N(N=CN1)C1=NC=CC=N1)C(F)(F)F